((2R,3R,4S,5R)-4-Acetoxy-5-(2-amino-7-butyl-8-oxo-7,8-dihydro-9H-purin-9-yl)-3-fluorotetrahydrofuran-2-yl)methyl acetate C(C)(=O)OC[C@H]1O[C@H]([C@@H]([C@@H]1F)OC(C)=O)N1C2=NC(=NC=C2N(C1=O)CCCC)N